ClC=1C(=C(C=CC1)C)[C@@]1(CNCC1)NC1=CC=C2C(C(N(C2=C1)C)=O)(C)C 6-[(S)-3-(3-chloro-2-tolyl)-3-pyrrolidinylamino]-1-methyl-3,3-dimethyl-2-indolinone